5-(2,6-dichloro-4-nitrophenoxy)-1H-indole ClC1=C(OC=2C=C3C=CNC3=CC2)C(=CC(=C1)[N+](=O)[O-])Cl